14H-benzo[C]benzothieno[2,3-A]carbazole C1=CC=CC=2C3=C4C(=C5C(=C3NC12)SC1=C5C=CC=C1)C=CC=C4